2-(6-(3,4-dimethylphenyl)-2-methoxypyridin-3-yl)-7-thia-1,3-diazaspiro[4.4]nona-2,8-diene 7,7-dioxide CC=1C=C(C=CC1C)C1=CC=C(C(=N1)OC)C=1NC2(CN1)CS(C=C2)(=O)=O